FC1(CCN(CC1)CC1=C(C=C(CNC2=CC=C(C=C2)N2C(NC(CC2)=O)=O)C=C1)F)F 1-(4-((4-((4,4-difluoropiperidin-1-yl)methyl)-3-fluorobenzyl)amino)phenyl)dihydropyrimidine-2,4(1H,3H)-dione